Cl.NC(C(=O)N1CCN(CC1)C(=O)NC1=NC(N(C=C1)C1=CC=C(C=C1)CN1CC(C1)CCN)=O)(C)C 4-(2-Amino-2-methylpropanoyl)-N-(1-(4-((3-(2-aminoethyl)azetidin-1-yl)methyl)phenyl)-2-oxo-1,2-dihydropyrimidin-4-yl)piperazine-1-carboxamide hydrochloride salt